C1CCCC2CCCCC12 Decalin